((4-aminobenzoylamino)-methane-1,1-diyl)bisphosphonic acid monosodium salt [Na+].NC1=CC=C(C(=O)NC(P(O)(O)=O)P([O-])(O)=O)C=C1